[Na].C(C)C(C(C)=O)C(CC)=O 3-ethyl-2,4-hexanedione sodium